C(C=C)(=O)N1C[C@@H](N(CC1)C=1C2=C(N(C(N1)=O)C1=C(C=CC=C1C)O)N=C(C(=C2)F)C2=C(C=CC=C2)F)C 4-((S)-4-propenoyl-2-methylpiperazin-1-yl)-6-fluoro-7-(2-fluorophenyl)-1-(2-hydroxy-6-methylphenyl)pyrido[2,3-d]pyrimidin-2(1H)-one